5-amino-4H-1,2,4-triazole-3-thiol NC=1NC(=NN1)S